1-(3-fluorophenyl)-2-((4-isopropylbenzyl)thio)-4-phenyl-1H-imidazole FC=1C=C(C=CC1)N1C(=NC(=C1)C1=CC=CC=C1)SCC1=CC=C(C=C1)C(C)C